N-[4-(1H-imidazol-1-yl)-2-fluorophenyl]-3-(trifluoromethyl)-1H-pyrazole-5-carboxamide N1(C=NC=C1)C1=CC(=C(C=C1)NC(=O)C1=CC(=NN1)C(F)(F)F)F